5-methyl-8-((3r,4r)-3-methyl-4-(4-(trifluoromethyl)phenoxy)piperidin-1-yl)-6-oxo-5,6-dihydro-1,5-naphthyridine-2-carbonitrile CN1C=2C=CC(=NC2C(=CC1=O)N1C[C@H]([C@@H](CC1)OC1=CC=C(C=C1)C(F)(F)F)C)C#N